methyl (S)-3-ethoxy-2-methyl-2-((5-nitro-1-(phenylsulfonyl)-1H-pyrrolo[2,3-b]pyridin-4-yl)amino)propanoate C(C)OC[C@@](C(=O)OC)(NC1=C2C(=NC=C1[N+](=O)[O-])N(C=C2)S(=O)(=O)C2=CC=CC=C2)C